(1S)-1-(2-methyl-1,3-thiazol-4-yl)ethan-1-ol CC=1SC=C(N1)[C@H](C)O